3-(15-methoxypentadecyl)-2-methylcyclopent-2-en-1-one COCCCCCCCCCCCCCCCC1=C(C(CC1)=O)C